5-chloro-4-[1-(2,5-dimethylpyrazole-3-carbonyl)-4-piperidinyl]-2-(4-pyridinyl)-1H-pyrimidin-6-one ClC1=C(N=C(NC1=O)C1=CC=NC=C1)C1CCN(CC1)C(=O)C=1N(N=C(C1)C)C